2-undecylmalonic acid lithium salt [Li+].C(CCCCCCCCCC)C(C(=O)[O-])C(=O)[O-].[Li+]